ClC1=C(C=CC=C1C(F)(F)F)C=1CCCC2=C(C1C1=CC=C(C=C1)CC1CN(C1)CCC(F)F)C=CC(=C2)C(=O)O 8-(2-chloro-3-(trifluoromethyl)phenyl)-9-(4-((1-(3,3-difluoropropyl)azetidin-3-yl)methyl)phenyl)-6,7-dihydro-5H-benzo[7]annulene-3-carboxylic acid